C(C1=CC=CC=C1)OC(=O)N[C@@H](C(=O)OCC1=CC=CC=C1)CNC(C1=CC(=CC(=C1)F)C1=C(C=NN1CCC)C(F)F)=O (R)-benzyl 2-(((benzyloxy)carbonyl)amino)-3-(3-(4-(difluoromethyl)-1-propyl-1H-pyrazol-5-yl)-5-fluorobenzamido)propanoate